1-(4-ethynylpiperidin-1-yl)ethan-1-one C(#C)C1CCN(CC1)C(C)=O